OCCN(CC(CS(=O)(=O)O)O)CCO 3-[bis(2-hydroxyethyl)amino]-2-hydroxypropane-1-sulfonic acid